2,6-bis(2,4-diethyloxyphenyl)-4-(4-bis(4-methylphenyl)aminophenyl)pyridine C(C)OC1=C(C=CC(=C1)OCC)C1=NC(=CC(=C1)C1=CC=C(C=C1)N(C1=CC=C(C=C1)C)C1=CC=C(C=C1)C)C1=C(C=C(C=C1)OCC)OCC